bromomethoxylithium oxalate borate B(O)(O)O.C(C(=O)O)(=O)O.BrCO[Li]